2-(3-(6-(difluoromethoxy)pyridin-3-yl)-6-oxopyridazin-1(6H)-yl)-N-(1-methylcyclobutyl)acetamide FC(OC1=CC=C(C=N1)C1=NN(C(C=C1)=O)CC(=O)NC1(CCC1)C)F